N-(4,6-divinylpyridin-2-yl)-N-methylglycine C(=C)C1=CC(=NC(=C1)C=C)N(CC(=O)O)C